FCCCN1CC(C1)CC1=CC=C(C=C1)C1=C(CCCC=2C=3C=CNC3C=CC21)C2=C(C#N)C=CC=C2 2-(6-(4-((1-(3-fluoropropyl)azetidin-3-yl)methyl)phenyl)-3,8,9,10-tetrahydrocyclohepta[e]indol-7-yl)benzonitrile